ClC1=CC2=C(N=N1)C=C(N2CCNC(OC(C)(C)C)=O)CCl tert-butyl (2-(3-chloro-6-(chloromethyl)-5H-pyrrolo[3,2-c]pyridazin-5-yl)ethyl)carbamate